C(C1=CC=CC=C1)OCC(CC#N)=O 4-(benzyloxy)-3-oxo-butyronitrile